C(C)(C)C1=C(C=CC=C1)C1(CNC(C1)=O)C(=O)OCC ethyl 3-(2-isopropylphenyl)-5-oxopyrrolidine-3-carboxylate